COC1=C(C=C2C3=C(N(C2=C1)C)C(=NC=C3)C)N3CCN(CC3)S(=O)(=O)C3=CC1=CC=CC=C1C=C3 7-methoxy-1,9-dimethyl-6-(4-(naphthalene-2-ylsulfonyl)piperazine-1-yl)-9H-pyrido[3,4-b]indole